[N+](=O)([O-])CC(=O)NC1=CC=CC=C1 nitryl-acetanilide